ClC=1C=C2C(=NC1)OC(=N2)C21CC(C2)(C1)NC(OC(C)(C)C)=O tert-butyl N-[3-(6-chlorooxazolo[5,4-b]pyridin-2-yl)-1-bicyclo[1.1.1]pentanyl]carbamate